COCOC=1C=C(C2=CC=CC=C2C1)B1OC(C(O1)(C)C)(C)C 2-(3-(methoxymethoxy)naphthalene-1-yl)-4,4,5,5-tetramethyl-1,3,2-dioxaborolane